NCCN(CCCCCCCC(=O)OCCCCCCCCC)CCCCCCCC(=O)OC(CCCCCCCC)CCCCCCCC nonyl 8-[2-aminoethyl-[8-(1-octylnonoxy)-8-oxo-octyl]amino]octanoate